methyltributylphosphine bis(trifluoromethanesulfonyl)imide salt [N-](S(=O)(=O)C(F)(F)F)S(=O)(=O)C(F)(F)F.CC(CCC)P(CCCC)CCCC